(S)-N-(7-((3-oxa-9-azaspiro[5.5]undec-9-yl)methyl)-5-methyl-4-oxo-2,3,4,5-tetrahydrobenzo[b][1,4]oxazepin-3-yl)-4-phenoxypyridineamide C1COCCC12CCN(CC2)CC2=CC1=C(OC[C@@H](C(N1C)=O)NC(=O)C1=NC=CC(=C1)OC1=CC=CC=C1)C=C2